Dichloro-methyl iodide ClC(Cl)I